(R)-3-(3-chloro-4-fluorophenyl)-1-(2-methoxyethyl)-1-(1-(1-oxo-1,2-dihydroisoquinolin-4-yl)ethyl)urea ClC=1C=C(C=CC1F)NC(N([C@H](C)C1=CNC(C2=CC=CC=C12)=O)CCOC)=O